NC=1C=2N(C3=CC(=CC=C3N1)C(=O)N(C)[C@@H]1COC3=C1C=CC(=C3)P(=O)(C)C)C=NC2 (S)-4-amino-N-(6-(dimethylphosphoryl)-2,3-dihydrobenzofuran-3-yl)-N-methylimidazo-[1,5-a]quinoxaline-8-carboxamide